O1C(OCC1)C=1C=C(C=CC1)N1C[C@H](N[C@H](C1)C)C (3R,5S)-1-(3-(1,3-dioxolan-2-yl)phenyl)-3,5-dimethylpiperazine